methyl 2-bromo-1-methyl-1H-indole-6-carboxylate BrC=1N(C2=CC(=CC=C2C1)C(=O)OC)C